5,7-difluorobenzo[c][1,2]oxaborole-1,6(3H)-diol FC1=CC2=C(B(OC2)O)C(=C1O)F